m-fluorophenylethylamine hydroiodide I.FC=1C=C(C=CC1)CCN